COC1=CC2=C(C=N1)C1=C(C(=NC=C1)C(F)(F)F)N2CCN2CCOCC2 (2-(3-methoxy-6-(trifluoromethyl)-5H-pyrrolo[2,3-c:4,5-c']dipyridin-5-yl)ethyl)morpholine